ClC=1C=C2C(=CC1)N(CCC21CC1)C1CN(C1)C(=O)OC(C)(C)C tert-butyl 3-(6-chlorospiro[2,3-dihydroquinoline-4,1'-cyclopropane]-1-yl)azetidine-1-carboxylate